5-FLUORO-2-(TRIFLUOROMETHYL)PHENYLBORONIC ACID FC=1C=CC(=C(C1)B(O)O)C(F)(F)F